C1=CC=CCCC1 cycloheptandiene